ClC1=C(C(=C(N)C=C1)F)C=1N=CC=2N(C1)C=NC2C=2NC=CN2 4-chloro-2-fluoro-3-[1-(1H-imidazol-2-yl)imidazo[1,5-a]pyrazin-6-yl]aniline